N-tetrahydropyran-4-yl-2-[6-(2,2,2-trifluoroethylamino)pyrimidin-4-yl]-1H-pyrrolo[3,2-c]pyridin-6-amine O1CCC(CC1)NC1=CC2=C(C=N1)C=C(N2)C2=NC=NC(=C2)NCC(F)(F)F